1,3-bis(6-isocyanatohexyl)-5-(5-isocyanatopentyl)-1,3,5-triazin-2,4,6-trione N(=C=O)CCCCCCN1C(N(C(N(C1=O)CCCCCN=C=O)=O)CCCCCCN=C=O)=O